(diphenylphosphinomethyl)-2,2'-bipyridine C1(=CC=CC=C1)P(C1=CC=CC=C1)CC=1C(=NC=CC1)C1=NC=CC=C1